C(C1=CC=CC=C1)N1C[C@H]([C@]2(C=3C=CC(=NC3CN(C2)C(CCNC(OC(C)(C)C)=O)=O)C=2C(=NC=CC2)OCC)CC1)CC |r| rac-tert-butyl (3-((3S,4S)-1-benzyl-2'-(2-ethoxypyridin-3-yl)-3-ethyl-6'H-spiro[piperidine-4,5'-[1,7]naphthyridin]-7'(8'H)-yl)-3-oxopropyl)carbamate